Cl.NC1=CN=C(C(=C1C#N)F)Cl 5-amino-2-chloro-3-fluoroisonicotinonitrile hydrochloride